N1(CCC1)C1C(CC1)OC=1N=C(C2=C(N1)CN(CC2)C2=CC=CC1=CC=C(C(=C21)Cl)F)N2C[C@@H](N(CC2)C(C(=C)F)=O)CC#N 2-((2S)-4-(2-(2-(azetidin-1-yl)cyclobutoxy)-7-(8-chloro-7-fluoronaphthalen-1-yl)-5,6,7,8-tetrahydropyrido[3,4-d]pyrimidin-4-yl)-1-(2-fluoroacryloyl)piperazin-2-yl)acetonitrile